NC(C(CCC(=O)OC(C)(C)C)N1C(C2=CC=C(C=C2C1)C=1C=NN(C1C1=CC=C(C=C1)OC(F)F)C)=O)=O tert-Butyl 5-amino-4-(5-(5-(4-(difluoromethoxy)phenyl)-1-methyl-1H-pyrazol-4-yl)-1-oxoisoindolin-2-yl)-5-oxopentanoate